C(C)(=O)O[C@@H]1C([C@@H]2CC[C@H]3[C@H]4[C@](CC[C@@H]3[C@]2(CC1)C)([C@H](CC4)[C@H](C)CCCC(C)(C)O)C)=O (1R,3aS,3bS,5aR,7S,9aR,9bS,11aR)-1-[(2R)-6-hydroxy-6-methylheptan-2-yl]-9a,11a-dimethyl-6-oxohexadecahydro-1H-cyclopenta[1,2-i]phenanthren-7-yl acetate